4-(7-(8-bromo-7-fluoro-3-hydroxynaphthalen-1-yl)-8-fluoro-2-(((2r,7as)-2-fluorohexahydro-1H-pyrrolizin-7a-yl)methoxy)pyrido[4,3-d]pyrimidin-4-yl)-6-methyl-1,4-oxaazepan-6-ol BrC=1C(=CC=C2C=C(C=C(C12)C1=C(C=2N=C(N=C(C2C=N1)N1CCOCC(C1)(O)C)OC[C@]12CCCN2C[C@@H](C1)F)F)O)F